4-benzyloxy-2-[2-(3,4-difluoro-2-methyl-phenoxy)-4-methyl-5-(trifluoromethyl)-3-pyridyl]-N,N-dimethyl-quinolin-5-amine C(C1=CC=CC=C1)OC1=CC(=NC=2C=CC=C(C12)N(C)C)C=1C(=NC=C(C1C)C(F)(F)F)OC1=C(C(=C(C=C1)F)F)C